N-(methyl)-aniline CNC1=CC=CC=C1